BrC(C(=O)N)C(=O)C1=CC=C(C=C1)OC1=C(C=CC=C1)F 2-bromo-3-(4-(2-fluorophenoxy)phenyl)-3-oxopropanamide